5-Chloro-N-[2,4-difluoro-3-[1-(4-[[2-(trimethylsilyl)ethoxy]methyl]-1,2,4-triazol-3-yl)imidazo[1,5-a]pyridin-6-yl]phenyl]-2-methoxypyridine-3-sulfonamide ClC=1C=C(C(=NC1)OC)S(=O)(=O)NC1=C(C(=C(C=C1)F)C=1C=CC=2N(C1)C=NC2C2=NN=CN2COCC[Si](C)(C)C)F